4-oxo-5-(tetrahydro-2H-pyran-4-yl)-4,5-dihydro-1H-pyrrolo[3,2-c]pyridine-7-carboxylic acid O=C1N(C=C(C2=C1C=CN2)C(=O)O)C2CCOCC2